ClC=1C=C(C=C(C1)B1OC(C(O1)(C)C)(C)C)C1(CC1)C(=O)OC methyl 1-[3-chloro-5-(4,4,5,5-tetramethyl-1,3,2-dioxaborolan-2-yl)phenyl]cyclopropanecarboxylate